tert-butyl-(S)-4-(1-((4-(N-isopropylsulfamoyl)phenyl)amino)-1-oxopropan-2-yl)piperazine-1-carboxylate C(C)(C)(C)OC(=O)N1CCN(CC1)[C@H](C(=O)NC1=CC=C(C=C1)S(NC(C)C)(=O)=O)C